4-(2-phenyl-benzothiazol-6-yl)-phenyl-amine C1(=CC=CC=C1)C=1SC2=C(N1)C=CC(=C2)C2=CC=C(C=C2)N